The molecule is a polyether that consists of undecane in which the carbon atoms at positions 3, 6 and 9 are replaced by oxygen atoms. CCOCCOCCOCC